[phenyl(dimethylfluorenyl)triazinyl]biphenyl C1(=CC=CC=C1)C1=C(C(=NN=N1)C1=C(C=CC=C1)C1=CC=CC=C1)C1=C(C(=CC=2C3=CC=CC=C3CC12)C)C